(1S,2R,4S,5S)-8-(benzyloxy)-N-(2,4-difluorobenzyl)-4-hydroxy-2,5-dimethyl-7,9-dioxo-2,3,4,5,7,9-hexahydro-1,6-methanopyrido[1,2-b][1,2,5]triazonine-10-carboxamide C(C1=CC=CC=C1)OC=1C(C(=CN2N3[C@@H](C[C@@H]([C@@H](N(C(C21)=O)C3)C)O)C)C(=O)NCC3=C(C=C(C=C3)F)F)=O